CC=1N=C2N(N=C(C=C2C)C=2C=CC=3C(N2)=CN(N3)C3CCN(CC3)C(=O)OC(C)(C)C)C1 tert-butyl 4-[5-(2,8-dimethylimidazo[1,2-b]pyridazin-6-yl)pyrazolo[4,3-b]pyridin-2-yl]piperidine-1-carboxylate